CC1=C(\C=C\2/OC(C3=CC(=CC=C23)[N+](=O)[O-])=O)C=CC(=C1)C (Z)-3-(2,4-dimethylbenzylidene)-6-nitroisobenzofuran-1(3H)-one